1-(4-(4-(benzo[d]thiazol-5-ylamino)quinolin-6-yl)-3-fluorophenyl)-4-(2-hydroxyethyl)piperazin-2-one S1C=NC2=C1C=CC(=C2)NC2=CC=NC1=CC=C(C=C21)C2=C(C=C(C=C2)N2C(CN(CC2)CCO)=O)F